NC=1C(=C(OC=2C=C3C(N(C=NC3=CC2)C2CC3(C2)CCN(CC3)C(=O)OC(C)(C)C)=O)C(=CC1)F)F tert-butyl 2-[6-(3-amino-2,6-difluoro-phenoxy)-4-oxo-quinazolin-3-yl]-7-azaspiro[3.5]nonane-7-carboxylate